N-(3-((5-(3,4-difluorophenyl)-2-((1-methyl-1H-pyrazol-4-yl)amino)pyrimidin-4-yl)amino)phenyl)acrylamide FC=1C=C(C=CC1F)C=1C(=NC(=NC1)NC=1C=NN(C1)C)NC=1C=C(C=CC1)NC(C=C)=O